F[SiH2][SiH2]F 1,2-difluorodisilane